1-[3-[7-(difluoromethyl)-6-thiazol-5-yl-3,4-dihydro-2H-quinolin-1-yl]-1-(4-piperidyl)-6,7-dihydro-4H-pyrazolo[4,3-c]pyridin-5-yl]ethanone FC(C1=C(C=C2CCCN(C2=C1)C1=NN(C2=C1CN(CC2)C(C)=O)C2CCNCC2)C2=CN=CS2)F